2-(azepan-1-yl)-N-(4-(cis-bicyclo[3.1.0]hexan-3-yloxy)-3,5-difluorophenyl)-5-(2,2,2-trifluoroethyl)oxazole-4-carboxamide N1(CCCCCC1)C=1OC(=C(N1)C(=O)NC1=CC(=C(C(=C1)F)OC1CC2CC2C1)F)CC(F)(F)F